3-[(2S)-2-(3-pyridinyl)-1,2,3,6-tetrahydropyridin-4-yl]pyridine 3-(5-(1H-1,2,4-triazol-5-yl)pyridin-3-yl)-4-hydroxyphenyl-cycloheptylcarbamate N1N=CN=C1C=1C=C(C=NC1)C=1C=C(C=CC1O)N(C(O)=O)C1CCCCCC1.N1=CC(=CC=C1)[C@H]1NCC=C(C1)C=1C=NC=CC1